(trans-4'-methoxy-5-(4-methylpent-3-en-1-yl)-1,2,3,6-tetrahydro-[1,1'-biphenyl]-2-yl)(4-Methoxy-2,6-bis(methoxymethoxy)phenyl)methanone COC1=CC=C(C=C1)[C@H]1[C@@H](CC=C(C1)CCC=C(C)C)C(=O)C1=C(C=C(C=C1OCOC)OC)OCOC